CNN(CC(O)CC)NC N,N-dimethylaminoethyl-ethanolamine